OB1OC(CC2=C1C=C(C=C2)C2=CC=C1C(=CN=NC1=C2)N)CC=C 7-(1-HYDROXY-3-PROP-2-ENYL-3,4-DIHYDRO-2,1-BENZOXABORININ-7-YL)CINNOLIN-4-AMINE